5-(4-bromo-phenylcarbamoyl)-pyridine-2-carboxylic acid BrC1=CC=C(C=C1)NC(=O)C=1C=CC(=NC1)C(=O)O